1-((5S,7S)-7-fluoro-5-(1-methylpyrazol-4-yl)-6,7-dihydro-5H-pyrrolo[1,2-b][1,2,4]triazol-2-yl)propan-1-one F[C@H]1C[C@H](N2N=C(N=C21)C(CC)=O)C=2C=NN(C2)C